2-(2-Ethyl-7-isopropyl-4-oxo-pyrazolo[3,4-d]pyridazin-5-yl)-N-(5-fluoropyrimidin-4-yl)acetamide C(C)N1N=C2C(=NN(C(C2=C1)=O)CC(=O)NC1=NC=NC=C1F)C(C)C